N=1N=CN2C1C(=NC=C2)CN(CC2=NC=CC=C2)CC2=CC(=CC=C2)Br 1-([1,2,4]triazolo[4,3-a]pyrazin-8-yl)-N-(3-bromobenzyl)-N-(pyridin-2-ylmethyl)methylamine